[Cr+3].C(C)C(C=O)C(C)=O 2-ethyl-1,3-butanedione chromium (III)